FC1(CNC1)CN1CCC(CC1)N1C(C2=CC(=C(C=C2C1)NC(=O)C=1C=NN2C1N=CC=C2)OC(C)C)=O N-(2-(1-((3-fluoroazetidin-3-yl)methyl)piperidin-4-yl)-6-isopropoxy-1-oxoisoindolin-5-yl)pyrazolo[1,5-a]pyrimidine-3-carboxamide